N-(1-(1-(2,2,2-trifluoroethyl)piperidin-4-yl)-1H-indol-5-yl)acrylamide FC(CN1CCC(CC1)N1C=CC2=CC(=CC=C12)NC(C=C)=O)(F)F